4-(4-hydroxyphenyl)-N-isopropyl-butan-2-imine oxide OC1=CC=C(C=C1)CCC(C)=[N+](C(C)C)[O-]